[B-](F)(F)(F)F.CN(C)C(=[N+](C)C)ON1C(=O)CCC1=O O-(N-succinimidyl)-1,1,3,3-tetramethyluronium tetrafluoroborate